N-(3-((5-(2,2-dimethylbenzo[d][1,3]dioxol-5-yl)-2-((1-methyl-1H-pyrazol-4-yl)amino)pyrimidin-4-yl)amino)-4-fluorophenyl)acrylamide CC1(OC2=C(O1)C=CC(=C2)C=2C(=NC(=NC2)NC=2C=NN(C2)C)NC=2C=C(C=CC2F)NC(C=C)=O)C